C(C)(C)(C)OC(=O)N1CC(C(CC1)CC(=O)OC)O 3-hydroxy-4-(2-methoxy-2-oxoethyl)piperidine-1-carboxylic acid tert-butyl ester